4-(((6-(1-(tert-butoxycarbonyl)piperidin-4-yl)pyridin-2-yl)oxy)methyl)-3-methoxybenzeneFormic acid C(C)(C)(C)OC(=O)N1CCC(CC1)C1=CC=CC(=N1)OCC1=C(C=C(C=C1)C(=O)O)OC